formylglutathione C(CC(=O)N[C@@H](CS)C(=O)NCC(=O)O)[C@@H](C(=O)O)NC=O